[N+](=O)([O-])C12C(C=CC(=C1)[N+](=O)[O-])O2 2,4-dinitrobenzene oxide